diphenoxyphosphoryl chloride O(C1=CC=CC=C1)P(=O)(OC1=CC=CC=C1)Cl